N[C@@H](CC(=O)O)C(=O)N[C@@H](CC(=O)O)C(=O)O Aspartylaspartic acid